4-[5-(4-carboxy-benzoylamino)-3-methyl-pyrazin-2-yl]-3,6-dihydro-2H-pyridine-1-carboxylic acid tert-butyl ester C(C)(C)(C)OC(=O)N1CCC(=CC1)C1=NC=C(N=C1C)NC(C1=CC=C(C=C1)C(=O)O)=O